rel-tert-butyl (3R,5R)-3-{[(benzyloxy)carbonyl](methyl)amino}-5-hydroxypiperidine-1-carboxylate C(C1=CC=CC=C1)OC(=O)N([C@H]1CN(C[C@@H](C1)O)C(=O)OC(C)(C)C)C |o1:11,15|